ClC1=C(C(=O)N[C@@H](CCOC[C@H](CCC2=NC=3NCCCC3C=C2)C)C(=O)O)C(=CC=C1)F N-(2-chloro-6-fluorobenzoyl)-O-((S)-2-methyl-4-(5,6,7,8-tetrahydro-1,8-naphthyridin-2-yl)butyl)-L-homoserine